BrC1(C(NCCC(C1)C(F)(F)F)=O)Br 3,3-dibromo-5-(trifluoromethyl)azepan-2-one